2,4,6-Triphenyl-Boroxine (7-(4-(4-(2,3-dichlorophenyl)piperazin-1-yl)butoxy)-2-oxo-3,4-dihydroquinolin-1(2H)-yl)methyl-acetate ClC1=C(C=CC=C1Cl)N1CCN(CC1)CCCCOC1=CC=C2CCC(N(C2=C1)COC(C)=O)=O.C1(=CC=CC=C1)B1OB(OB(O1)C1=CC=CC=C1)C1=CC=CC=C1